2-(2-(2,4,6-triiodophenoxy)ethoxy)ethanol ethyl-4-hydroxy-5-(methylcarbamoyl)-1H-pyrrole-2-carboxylate C(C)N1C(=CC(=C1C(NC)=O)O)C(=O)OCCOCCOC1=C(C=C(C=C1I)I)I